1-(5-chloropyrazolo[1,5-a]pyrimidin-7-yl)-3-methyl-pyrrolidin-3-ol ClC1=NC=2N(C(=C1)N1CC(CC1)(O)C)N=CC2